iron(II) gluconate O=C([C@H](O)[C@@H](O)[C@H](O)[C@H](O)CO)[O-].[Fe+2].O=C([C@H](O)[C@@H](O)[C@H](O)[C@H](O)CO)[O-]